3-deoxy-D-glyceraldehyde O=C[C@H](O)C